5,7-difluoro-2,3-dihydrobenzofuran-3-amine FC=1C=C(C2=C(C(CO2)N)C1)F